C(C)(C)(C)OC(=O)N1CC(C1)C1N(CCN(C1)C(=O)OCC1=CC=CC=C1)C(=O)OCC1=CC=CC=C1 dibenzyl 2-(1-(tert-butyloxycarbonyl)azetidin-3-yl)piperazine-1,4-dicarboxylate